C(C)(C)(C)OC(=O)N1CCN(CC1)C1=NC(=CC(=N1)C(=O)OC)C methyl 2-(4-(tert-butoxycarbonyl)piperazin-1-yl)-6-methylpyrimidine-4-carboxylate